COC1=C(C=CC=C1)B(O)O 2-methoxybenzeneboronic acid